1-[5-(2-fluorophenyl)-1-(pyridine-3-ylsulfonyl)-1H-pyrrol-3-yl]-N-methyl-methylamine monofumarate C(\C=C\C(=O)O)(=O)O.FC1=C(C=CC=C1)C1=CC(=CN1S(=O)(=O)C=1C=NC=CC1)CNC